ClC=1C=C(CSN2C(C=CC=C2)=O)C=CC1 N-(3-chlorobenzyl)thiopyridone